3-[2-fluoro-4-(1-hydroxy-1-methyl-ethyl)phenyl]-4-[4-[(3S)-1-(3-fluoropropyl)pyrrolidin-3-yl]oxyphenyl]-2H-thiochromen-7-ol FC1=C(C=CC(=C1)C(C)(C)O)C=1CSC2=CC(=CC=C2C1C1=CC=C(C=C1)O[C@@H]1CN(CC1)CCCF)O